Bis(4-(t-butyl)phenyl)-bromobenzazepine C(C)(C)(C)C1=CC=C(C=C1)C=1C(=C(NC2=C(C1)C=CC=C2)Br)C2=CC=C(C=C2)C(C)(C)C